FC1=CC2=C(OC3=C(O2)C=C(C(=C3)C(=O)OC)[N+](=O)[O-])C=C1 Methyl 7-fluoro-3-nitrodibenzo[b,e][1,4]dioxin-2-carboxylate